OC1=NC=CC2=C1N=CN2CC2=CC=C(C=C2)B(O)O 4-((4-hydroxyimidazo[4,5-c]pyridin-1-yl)methyl)phenylboronic acid